C1(=CC=C(C=C1)P(=O)(C1=CC=C(C=C1)C)CC(=O)C1=CC=CC=C1)C 2-(di-p-Tolylphosphoryl)-1-phenylethane-1-one